(1R,2S,3R,5R)-3-(5-(4-methoxythiazol-2-yl)-7H-pyrrolo[2,3-d]pyrimidin-7-yl)-5-(((3-(phenethylamino)propyl)amino)methyl)cyclopentane-1,2-diol COC=1N=C(SC1)C1=CN(C=2N=CN=CC21)[C@H]2[C@@H]([C@@H]([C@H](C2)CNCCCNCCC2=CC=CC=C2)O)O